1-(4-Chloro-phenyl)-3-[4-hydroxy-3-(1-methyl-1H-pyrazol-3-yl)-phenyl]-urea ClC1=CC=C(C=C1)NC(=O)NC1=CC(=C(C=C1)O)C1=NN(C=C1)C